N1=C(C=CC=C1)C(C1=NC=CC=C1)=NNC(=S)N Di-2-pyridylketone thiosemicarbazon